(hexafluoropentamethylene-tetrachloro-p-phenylene) dicarbamate C(N)(OC(C(C(CCC1=C(C(=C(C(=C1Cl)Cl)OC(N)=O)Cl)Cl)(F)F)(F)F)(F)F)=O